(3R,4S)-3-cyclopropyl-1-[6-(6-methoxypyridin-3-yl)pyrrolo[1,2-b]pyridazin-4-yl]-4-methyl-2-oxopyrrolidine-3-carbonitrile C1(CC1)[C@]1(C(N(C[C@H]1C)C=1C=2N(N=CC1)C=C(C2)C=2C=NC(=CC2)OC)=O)C#N